NC1=C2C(=NC=N1)N(N=C2C2=CC=C(C=C2)OC2=CC=CC=C2)C2CCN(CC2)CC=2C(=C(C=CC2)C2C(NC(CC2)=O)=O)F 3-(3-((4-(4-amino-3-(4-phenoxyphenyl)-1H-pyrazolo[3,4-d]pyrimidin-1-yl)piperidin-1-yl)methyl)-2-fluorophenyl)piperidine-2,6-dione